C(C(O)(C1=C(C(=C(C(=C1)[2H])[2H])[2H])[2H])[2H])(=O)O mandelic acid-d5